O1C(OC(C1)C1C(N(OO1)C1OC(OC1)=O)=O)=O dioxolanonyl-(dioxolanonyl)dioxazolidinone